BrC1=C(C=CC2=C1C=C(O2)C(=O)O)N2CCN(CC2)CC2=CC=NC=C2 4-bromo-5-(4-pyridin-4-ylmethyl-piperazin-1-yl)-benzofuran-2-carboxylic acid